3-methyl-7-(piperazin-1-yl)-5-((3-(trifluoromethoxy)pyridin-2-yl)methyl)pyrido[2,3-b]pyrazin-6(5H)-one CC1=CN=C2C(=N1)N(C(C(=C2)N2CCNCC2)=O)CC2=NC=CC=C2OC(F)(F)F